C(#N)C1=C(C=CC=C1)SC=1C=2N(C=C(C1)C=1C=NN(C1)[C@@H]1CN(CCC1)C([C@H](C)O)=O)N=CC2C#N 4-((2-cyanophenyl)thio)-6-(1-((S)-1-((S)-2-hydroxypropanoyl)piperidin-3-yl)-1H-pyrazol-4-yl)pyrazolo[1,5-a]pyridine-3-carbonitrile